N-(3-methoxyphenylethyl)-N'-(4-nitrophenyl)thiourea COC=1C=C(C=CC1)CCNC(=S)NC1=CC=C(C=C1)[N+](=O)[O-]